ClC1=C(NC2=NC=CC=C2C2=CC(=NC=N2)N[C@@H]2[C@@H](CCC2)NC(C=C)=O)C(=C(C=C1OC)OC)Cl N-[cis-2-[[6-[2-(2,6-dichloro-3,5-dimethoxy-anilino)-3-pyridyl]pyrimidin-4-yl]amino]cyclopentyl]prop-2-enamide